(E)-(4-((4-carbamoyl-2-methoxy-6-nitrophenyl)amino)but-2-en-1-yl)carbamic acid tert-butyl ester C(C)(C)(C)OC(NC\C=C\CNC1=C(C=C(C=C1[N+](=O)[O-])C(N)=O)OC)=O